N-(oxetan-3-yl)-5-{4-[4-({[3-(trifluoromethoxy)phenyl]methyl}carbamoyl)-1H-1,2,3-triazol-1-yl]butyl}-1,3,4-thiadiazole-2-carboxamide O1CC(C1)NC(=O)C=1SC(=NN1)CCCCN1N=NC(=C1)C(NCC1=CC(=CC=C1)OC(F)(F)F)=O